[2-(Cyclopentadecylmethyl-amino)-ethyl]-carbamic Acid tert-butyl Ester C(C)(C)(C)OC(NCCNCC1CCCCCCCCCCCCCC1)=O